N,N-bis[beta-(3,5-di-tert-butyl-4-hydroxyphenyl)propionyl]hydrazine C(C)(C)(C)C=1C=C(C=C(C1O)C(C)(C)C)CCC(=O)N(N)C(CCC1=CC(=C(C(=C1)C(C)(C)C)O)C(C)(C)C)=O